4-[3-azabicyclo[3.1.0]hex-1-ylamino]-6-[4-(morpholin-4-ylmethyl)phenyl]pyrido[3,2-d]pyrimidine-8-carboxamide C12(CNCC2C1)NC=1C2=C(N=CN1)C(=CC(=N2)C2=CC=C(C=C2)CN2CCOCC2)C(=O)N